S(N)(=O)(=O)N=C(OC1=CC=CC=C1)OC1=CC=CC=C1 Diphenyl sulfamoylcarbonimidate